2-(benzoylamino)acetate C(C1=CC=CC=C1)(=O)NCC(=O)[O-]